NCCCC(CCC)(N)N aminopropylbutanediamine